ClCC1=NC=CN1C[C@H]1OCC1 (S)-2-(chloromethyl)-3-(oxetan-2-ylmethyl)-3H-imidazole